2-(5-methoxy-1H-indol-3-yl-2,4,6,7-d4)-N,N-dimethylethan-1-amine COC1=C(C=2C(=C(NC2C(=C1[2H])[2H])[2H])CCN(C)C)[2H]